2-chloro-4-(trifluoromethyl)benzo(d)thiazole ClC=1SC2=C(N1)C(=CC=C2)C(F)(F)F